ClC1=CC=C(C=C1)CCN[C@H](C(=O)NC1=CC=C(C=C1)C=1C=NN(C1)C)C1=CC=CC=C1 |r| (S) and (R)-2-((4-chlorophenylethyl)amino)-N-(4-(1-methyl-1H-pyrazol-4-yl)phenyl)-2-phenylacetamide